N[C@H]1C2N(CC1CC2)C(=O)C2=CC1=C(N(C(=N1)C1=CC=3C(=NC(=CC3)C3=C(C=C(C=C3C)O)C)N1CC1CC1)C)C(=C2)OC 4-(2-{5-[(7R)-7-amino-2-azabicyclo[2.2.1]heptane-2-carbonyl]-7-methoxy-1-methyl-1H-1,3-benzodiazol-2-yl}-1-(cyclopropylmethyl)-1H-pyrrolo[2,3-b]pyridin-6-yl)-3,5-dimethylphenol